(1S,3R,4S,5R)-1,3-bis[[(E)-3-(3,4-dihydroxyphenyl)prop-2-enoyl]oxy]-4,5-dihydroxycyclohexane-1-carboxylic acid OC=1C=C(C=CC1O)/C=C/C(=O)O[C@@]1(C[C@H]([C@H]([C@@H](C1)O)O)OC(\C=C\C1=CC(=C(C=C1)O)O)=O)C(=O)O